N(=C=O)CCC1=CC=C(C=C1)CCN=C=O 1,4-bis(2-isocyanatoethyl)benzene